trans-[4-(8-Methoxy-2-methyl-[1,2,4]triazolo[1,5-a]pyridin-6-ylmethyl)-cyclohexyl]-[(S)-3-(6-methyl-pyridin-3-yl)-isoxazolidin-2-yl]-methanone COC=1C=2N(C=C(C1)C[C@@H]1CC[C@H](CC1)C(=O)N1OCC[C@H]1C=1C=NC(=CC1)C)N=C(N2)C